benzyl (S)-7-(methylamino)-5-azaspiro[2.4]heptane-5-carboxylate CN[C@@H]1CN(CC12CC2)C(=O)OCC2=CC=CC=C2